COC=1C=C(C=CC1OC1OCCCC1)/C=C/C(=O)O (E)-3-(3-methoxy-4-((tetrahydro-2H-pyran-2-yl)oxy)phenyl)acrylic acid